C(C)(C)(C)OC(=O)C1(CC(C2=CC(=CC=C2C1)C(C)C)CC(=O)O)C(=O)OC(C)(C)C 2-(3,3-bis(tert-butoxycarbonyl)-7-isopropyl-1,2,3,4-tetrahydronaphthalen-1-yl)acetic acid